C1(CC1)C(CNC(=O)C1=NN(C(N1)=O)C)CC1=C(C=C(C=C1)F)F N-(2-cyclopropyl-3-(2,4-difluorophenyl)propyl)-1-methyl-5-oxo-4,5-dihydro-1H-1,2,4-triazole-3-carboxamide